5-phenyl-2-(2-(trifluoromethyl)phenyl)Oxazole-4-carboxylic acid ethyl ester C(C)OC(=O)C=1N=C(OC1C1=CC=CC=C1)C1=C(C=CC=C1)C(F)(F)F